5-((4'-Fluoro-[1,1'-biphenyl]-4-yl)methoxy)-2-hydroxybenzoic acid FC1=CC=C(C=C1)C1=CC=C(C=C1)COC=1C=CC(=C(C(=O)O)C1)O